(2S,3R)-methyl 3-((S or R)-3-(1-(2,5-bis(trifluoromethyl)benzyl)piperidin-4-yl)-3,4-dihydro-2H-benzo[b][1,4]oxazin-6-yl)-3-cyclopropyl-2-methylpropanoate FC(C1=C(CN2CCC(CC2)[C@@H]2NC3=C(OC2)C=CC(=C3)[C@@H]([C@@H](C(=O)OC)C)C3CC3)C=C(C=C1)C(F)(F)F)(F)F |o1:11|